3-(((2S,3S)-3-((3-iodo-5-(trifluoromethyl)phenyl)methoxy)-2-phenyl-1-piperidyl)methyl)-1,4-dihydro-1,2,4-triazol-5-one IC=1C=C(C=C(C1)C(F)(F)F)CO[C@@H]1[C@@H](N(CCC1)CC1=NNC(N1)=O)C1=CC=CC=C1